5-(3-Chloropropionamido)-N-(4-(morpholinomethyl)phenyl)-1H-indazole-3-carboxamide ClCCC(=O)NC=1C=C2C(=NNC2=CC1)C(=O)NC1=CC=C(C=C1)CN1CCOCC1